FC1=C(C=CC=C1)COC(C)C=1C=C2NC1C=C1C=C(C(=N1)C=C1C=CC(N1)=CC=1C=CC(N1)=C2)C(C)OCC2=C(C=CC=C2)F 3,8-bis(1-(2-fluorophenylmethoxy)ethyl)porphyrin